O=C1C(=C(C1=O)NCCCCCCOC1(OCC(C(C1)O)NC(CF)=O)C(=O)O)NCCOCCOCCOCCOCCNC(C)=O 2-((6-((3,4-dioxo-2-((2-oxo-6,9,12,15-tetraoxa-3-azaheptadecan-17-yl)amino)cyclobut-1-en-1-yl)amino)hexyl)oxy)-5-(2-fluoroacetamido)-4-hydroxytetrahydro-2H-pyran-2-carboxylic acid